Tert-Butyl N-[6-(4-amino-4-methylpiperidin-1-yl)-3-(2,3-dichlorophenyl)-5-(formamidomethyl) pyrazin-2-yl]carbamate NC1(CCN(CC1)C1=C(N=C(C(=N1)NC(OC(C)(C)C)=O)C1=C(C(=CC=C1)Cl)Cl)CNC=O)C